carbon tetrabromine [Br].[Br].[Br].[Br].[C]